N-methylcyclopentan-1-amine CNC1CCCC1